C(C)(C)(C)OC(=O)NCCCN1C(C(=CC2=CC(=CC=C12)NC1=NC(=C(C=C1Cl)C#N)Cl)OCC(=O)O)=O 2-((1-(3-((tert-Butoxycarbonyl)amino)propyl)-6-((3,6-dichloro-5-cyanopyridin-2-yl)amino)-2-oxo-1,2-dihydroquinolin-3-yl)oxy)acetic acid